CN1N=C2C(=CC(=CC2=C1)C1=CC2=C(N=C(S2)N(C)C2CC(N(CC2)C)C)C=C1)C 6-(2,7-Dimethyl-2H-indazol-5-yl)-N-(1,2-dimethylpiperidin-4-yl)-N-methyl-1,3-benzothiazol-2-amin